COC(=O)N1[C@H](CCC2=C3C(=CC=C12)N(C(=N3)CC3=CC=CC=C3)CCN3CC1(CCO1)C3)C.CC=3C=C(C=CC3)C3(CC3)NC(C(C)(C)C)=O N-(1-(3-methylphenyl)cyclopropyl)pivaloamide methyl-(S)-3-(2-(1-oxa-6-azaspiro[3.3]heptan-6-yl)ethyl)-2-benzyl-7-methyl-3,7,8,9-tetrahydro-6H-imidazo[4,5-f]quinoline-6-carboxylate